trans-3-[4-(trifluoromethyl)phenyl]cyclobutan-1-ol FC(C1=CC=C(C=C1)[C@@H]1C[C@H](C1)O)(F)F